C(C1=CC=CC=C1)OC(=O)N[C@@H](CC1=CC=CC=C1)C(=O)OC1=C(C(=C(C(=C1F)F)F)F)F perfluorophenyl ((benzyloxy)carbonyl)-L-phenylalaninate